1,3-Dimethylpiperidin CN1CC(CCC1)C